[C@H]1([C@H](O)[C@@H](O)[C@H](O)[C@H](O1)CO)CC=1C(NC(NC1)=O)=O (D)-β-glucopyranosylthymine